N-acetyl-3-aminobenzoic acid C(C)(=O)NC=1C=C(C(=O)O)C=CC1